N,N'-dimethylcarbonyldiimidazole triflate OS(=O)(=O)C(F)(F)F.CN1CN(C(=O)N2CN(C=C2)C)C=C1